ClC=1C(=NC(=NC1)NC1=C(C=C(C(=O)NCC2=CC=NC=C2)C=C1)OC)C=1C=NN(C1)C(C)C 4-((5-chloro-4-(1-isopropyl-1H-pyrazol-4-yl)pyrimidin-2-yl)amino)-3-methoxy-N-(pyridin-4-ylmethyl)benzamide